(3S,6S,8R,10aR)-8-(difluoromethoxy)-6-((S)-2-(methylamino)propanamido)-5-oxo-N-((R)-1,2,3,4-tetrahydronaphthalen-1-yl)decahydropyrrolo[1,2-a]azocine-3-carboxamide FC(O[C@@H]1CC[C@@H]2N(C([C@H](C1)NC([C@H](C)NC)=O)=O)[C@@H](CC2)C(=O)N[C@@H]2CCCC1=CC=CC=C21)F